[Ce].[B].[Fe].[Ce] cerium-iron-boron-cerium